[I-].C[N+](C)(C)CC1=CC=CC=C1 N,N,N-trimethylbenzyl-ammonium iodide